FCC1=C(C(=CC=C1CF)CF)O 2,3,6-trifluoromethyl-phenol